N1(C(=NC(=C1[2H])[2H])[2H])CC=O 2-(1H-imidazol-1-yl-d3)ethan-1-one